2-[(4-{5-[2-Fluoro-4-(trifluoromethoxy)phenoxy]-1-methyl-1H-1,2,4-triazol-3-yl}benzylidene)hydrazono]-3-(2-isopropylphenyl)-1,3-thiazolidin-4-one FC1=C(OC2=NC(=NN2C)C2=CC=C(C=NN=C3SCC(N3C3=C(C=CC=C3)C(C)C)=O)C=C2)C=CC(=C1)OC(F)(F)F